FC=1C=CC2=C(C(=C(O2)C(C(C)C)NC(=O)NC=2C=NC(=NC2)N2CC(C2)(C)O)C)C1 1-(1-(5-fluoro-3-methylbenzofuran-2-yl)-2-methylpropyl)-3-(2-(3-hydroxy-3-methylazetidin-1-yl)pyrimidin-5-yl)urea